N[C@@H](CSCCCC\C=C(\C(=O)O)/NC(=O)[C@@H]1C(C1)(C)C)C(=O)O (Z)-7-[(2R)-2-amino-3-hydroxy-3-oxopropyl]thio-2-{[(1S)-2,2-dimethylcyclopropanecarbonyl]amino}hept-2-enoic acid